5-(5-bromo-2-(ethoxycarbonyl)phenoxy)-1H-indole-1-carboxylic acid tert-butyl ester C(C)(C)(C)OC(=O)N1C=CC2=CC(=CC=C12)OC1=C(C=CC(=C1)Br)C(=O)OCC